Tert-butyl (S)-2-(3-(1H-indol-5-yl)-1,2,4-oxadiazol-5-yl)pyrrolidine-1-carboxylate N1C=CC2=CC(=CC=C12)C1=NOC(=N1)[C@H]1N(CCC1)C(=O)OC(C)(C)C